(2S,4R)-1-((S)-2-amino-3,3-dimethyl-Butyryl)-4-hydroxy-N-((S)-1-(4-(4-methylthiazol-5-yl)phenyl)ethyl)pyrrole-2-carboxamide hydrochloride Cl.N[C@H](C(=O)N1C(=CC(=C1)O)C(=O)N[C@@H](C)C1=CC=C(C=C1)C1=C(N=CS1)C)C(C)(C)C